FC1=C(C(=CC(=C1)C1=CC=CC=2OC(OC21)C=2C=C1C=CC=NC1=CC2F)F)CC2=NC1=C(N2C[C@H]2OCC2)C=C(C=C1)C(=O)O 2-({2,6-difluoro-4-[2-(7-fluoroquinolin-6-yl)-2H-1,3-benzodioxol-4-yl]phenyl}methyl)-1-{[(2S)-oxetan-2-yl]methyl}-1H-1,3-benzodiazole-6-carboxylic acid